3-(5-((3-chlorophenyl)amino)-2-methylimidazo[1,2-c]quinazolin-8-yl)-1,2,4-oxadiazol-5(4H)-one ClC=1C=C(C=CC1)NC1=NC=2C=C(C=CC2C=2N1C=C(N2)C)C2=NOC(N2)=O